OC(C)(C)NC(CCCC)NC(C)(C)O N,N'-bis(hydroxyisopropyl)-pentanediamine